3-chloro-2-cyclopropoxy-5-(2-(4-((2-morpholinopyrimidin-4-yl)methoxy)phenyl)propan-2-yl)benzonitrile ClC=1C(=C(C#N)C=C(C1)C(C)(C)C1=CC=C(C=C1)OCC1=NC(=NC=C1)N1CCOCC1)OC1CC1